1-dodecanoate C(CCCCCCCCCCC)(=O)[O-]